(S)-oxetan-2-methylamine O1[C@@H](CC1)CN